(±)-N-(3-Bromo-2-fluorophenyl)-8-[(pyrrolidin-1-yl)methyl]-7,8-dihydro[1,4]dioxino[2,3-g]quinazolin-4-amine BrC=1C(=C(C=CC1)NC1=NC=NC2=CC3=C(C=C12)OC[C@H](O3)CN3CCCC3)F |r|